CC([O-])C.CC([O-])C.[Al+2].OC(N1C(N(C(C1=O)(C)C)C)=O)O 3-bishydroxymethyl-methyl-5,5-dimethylhydantoin aluminum di(isopropoxide)